(3-ethynyl-3-oxetanyloxy)acetic acid C(#C)C1(COC1)OCC(=O)O